azirane N1CC1